ClC1=C(C=C(C=C1)F)C1NC(C2=C3C(=CC(=C12)C1=C(C(=O)N)C=C(C=C1C(F)(F)F)F)N(C=N3)CC(F)F)=O [6-(2-chloro-5-fluorophenyl)-3-(2,2-difluoroethyl)-8-oxo-7,8-dihydro-6H-imidazo[4,5-e]isoindol-5-yl]-5-fluoro-3-(trifluoromethyl)benzamide